1-(4-((Cyclopropylamino)meth-yl-2-fluorophenyl)-2-methyl-1H-imidazol-4-yl)-N-((3R,4S)-3-fluoro-1-(methylsulfonyl)piperidin-4-yl)-5-(trifluoromethyl)pyrimidin-2-amine C1(CC1)NCC=1C(=C(C=CC1)C1(N=C(NC1)C)N1C(N=CC(=C1)C(F)(F)F)N[C@@H]1[C@@H](CN(CC1)S(=O)(=O)C)F)F